(2S,4R)-1-(2-(3-acetyl-5-(1-(pyrimidin-2-yl)-1H-pyrazol-4-yl)-1H-indazol-1-yl)acetyl)-N-(6-bromopyridin-2-yl)-4-fluoropyrrolidine-2-carboxamide C(C)(=O)C1=NN(C2=CC=C(C=C12)C=1C=NN(C1)C1=NC=CC=N1)CC(=O)N1[C@@H](C[C@H](C1)F)C(=O)NC1=NC(=CC=C1)Br